C1N(CCC2=CC=CC=C12)C[C@H](CNC(=O)C=1N=C2N(C=CC=C2)C1)O N-((S)-3-(3,4-dihydroisoquinolin-2(1H)-yl)-2-hydroxypropyl)imidazo[1,2-a]pyridine-2-carboxamide